Methyl 5-hydroxy-2-oxo-1-(4-(trifluoromethoxy) benzyl)-2,3-dihydro-1H-benzo[b]azepine-4-carboxylate OC=1C2=C(N(C(CC1C(=O)OC)=O)CC1=CC=C(C=C1)OC(F)(F)F)C=CC=C2